[Si](C)(C)(C(C)(C)C)C1=C(CNO)C=C(C(=C1)C)C 2-(t-butyldimethylsilyl)hydroxy-4,5-dimethylbenzylamine